CC(=O)N[C@@H](CS)C(=O)N[C@@H]1[C@H]([C@@H]([C@H](O[C@@H]1OC2[C@@H]([C@H](C([C@H]([C@H]2O)O)O)O)O)CO)O)O The molecule is a pseudodisaccharide, 1D-myo-inosityl-alpha-D-glucopyranoside, in which the hydroxy group at the 2-position of the glucose moiety is replaced by an (N-acetyl-L-cysteinyl)amido group. It has a role as a bacterial metabolite, a reducing agent and a cofactor. It is a 2-deoxy-alpha-D-glucoside, a thiol and a member of mycothiols. It derives from a myo-inositol.